C(C)(=O)NC1=NC=CC(=C1)C1=CC(=NC(=N1)S(=O)C)C=1C=C(C=CC1C)NC(C1=CC(=NC=C1)C(F)(F)F)=O N-(3-(6-(2-acetamidopyridin-4-yl)-2-(methylsulfinyl)-pyrimidin-4-yl)-4-methylphenyl)-2-(trifluoromethyl)isonicotinamide